C(C)OC(=O)C1=NN2C(CNCC2)=C1C methyl-4H,6H,7H-pyrazolo[1,5-a]pyrazine-2-carboxylic acid ethyl ester